C(C)(C)(C)C=1C(=C(C=C(C1)CCC(=O)OCCCCCCCC)N1N=C2C(=N1)C=CC=C2)O 2-(3'-tert-butyl-2'-hydroxy-5'-(2-octyloxycarbonyl-ethyl)phenyl)benzotriazole